methanone, dihydrochloride Cl.Cl.C=O